OC1=C(C=C(C=C1CO)CCC)CO (4-hydroxy-3,5-dihydroxymethylphenyl)propane